FC=1C=C(CCNCCN)C=CC1 N2-(3'-fluorophenethyl)ethane-1,2-diamine